ClC=1C=C(C=CC1SC1CC1)C(=O)[C@@H]1[C@H](C1)C(=O)O (1S,2S)-2-{[3-chloro-4-(cyclopropylsulfanyl)phenyl]carbonyl}cyclopropane-1-carboxylic acid